5-((2-((3R,4S)-3-Amino-4-fluoro-1-piperidinyl)-6-(trifluoromethyl)-1H-benzimidazol-1-yl)methyl)-2-pyrazincarboxamid N[C@@H]1CN(CC[C@@H]1F)C1=NC2=C(N1CC=1N=CC(=NC1)C(=O)N)C=C(C=C2)C(F)(F)F